tert-Butyl (4S)-4-[3-[(3-benzyloxy-6-sulfamoyl-2-pyridyl)amino]propyl]-2,2-dimethyl-pyrrolidine-1-carboxylate C(C1=CC=CC=C1)OC=1C(=NC(=CC1)S(N)(=O)=O)NCCC[C@H]1CC(N(C1)C(=O)OC(C)(C)C)(C)C